C(C=1C(C(=O)NCC(CCCC)CC)=CC=CC1)(=O)OCC(CCCC)CC di(2-ethylhexyl) phthalamate